ClC=1C=NC(=C2C(C=C(N(C12)C1=C(C=C(C=C1Cl)OCC(C)(C)O)Cl)C)=O)OC[C@@H](C(=O)NC)O (S)-3-((8-chloro-1-(2,6-dichloro-4-(2-hydroxy-2-methylpropoxy)phenyl)-2-methyl-4-oxo-1,4-dihydro-1,6-naphthyridin-5-yl)oxy)-2-hydroxy-N-methylpropanamide